2-chloro-N-(4-pyridyl)acetamide ClCC(=O)NC1=CC=NC=C1